NC1=C(NC(=O)OC(C)(C)C)C=CC(=C1)N1CCC2(CN(CC2)CC)C1 2-amino-N-tert-butoxycarbonyl-4-(3-ethyl-3,8-diazaspiro[4.4]nonan-8-yl)aniline